N-(2-hydroxy-1-phenylethyl)-1-(2-(((S)-1-hydroxy-butan-2-yl)amino)-5-methylpyridin-4-yl)-1H-pyrrole-3-carboxamide OCC(C1=CC=CC=C1)NC(=O)C1=CN(C=C1)C1=CC(=NC=C1C)N[C@H](CO)CC